C(#N)CC(=O)N1CCC(C1)C=1C=C(C=CC1)C 1-(2-cyanoacetyl)-4-(m-tolyl)pyrrolidine